NC1=C(C=CC=C1)C(C1=C(C=CC=C1)N)C1=C(C=CC=C1)N Tris(aminophenyl)methane